fluorovanadium F[V]